ClC1=CC(=C2C(=N1)N(CC2)C(=O)OC(C)(C)C)I tert-butyl 6-chloro-4-iodo-2,3-dihydro-1H-pyrrolo[2,3-b]pyridine-1-carboxylate